O=C1NC(CCC1N1C(C2=CC=C(C=C2C1=O)OCC=O)=O)=O 2-((2-(2,6-Dioxopiperidin-3-yl)-1,3-dioxoisoindolin-5-yl)oxy)acetaldehyde